Benzyl (R)-6-(methoxymethyl)-6-methyl-1,4-oxazepan-4-carboxylate COC[C@]1(CN(CCOC1)C(=O)OCC1=CC=CC=C1)C